tert-Butyl 4-(3-(3,4-dimethylisoxazol-5-yl)-3-oxopropanoyl)piperidine-1-carboxylate CC1=NOC(=C1C)C(CC(=O)C1CCN(CC1)C(=O)OC(C)(C)C)=O